(1-methyl-1H-pyrazol-4-yl)-3-oxo-6-[4-(trifluoromethoxy)phenyl]-2,3-dihydropyridazine-4-carboxylic acid CN1N=CC(=C1)N1N=C(C=C(C1=O)C(=O)O)C1=CC=C(C=C1)OC(F)(F)F